(1r,2S,3r,5r,7r)-2-((S)-azido(phenyl)methyl)-5-chloroadamantan-1-ol N(=[N+]=[N-])[C@@H]([C@H]1[C@]2(C[C@@H]3C[C@@](C[C@H]1C3)(C2)Cl)O)C2=CC=CC=C2